dichlorobischlorocyclohexene platinum (II) [Pt+2].ClC1(C(=C(CCC1)Cl)Cl)Cl